FC(C1=CC=C(/C=C/C=2C=C3C(=CC=NC3=CC2)C(=O)O)C=C1)(F)F (E)-6-(4-trifluoromethylstyryl)quinoline-4-carboxylic acid